2-(Chloromethyl)-7-(cyclopentylamino)-5,6-difluoroquinazolin-4(3H)-one ClCC1=NC2=CC(=C(C(=C2C(N1)=O)F)F)NC1CCCC1